O\N=C\1/C(N(C2=CC=CC=C12)C1CCN(CC1)C1CCC(CC1)C(C)C)=O (Z)-3-(hydroxy-imino)-1-(1-((1s,4s)-4-isopropylcyclohexyl)piperidin-4-yl)indolin-2-one